(2R or S)-4,4-difluoro-2-(4-fluorophenyl)-N-{4-[7-(pyridin-2-yl)-4-(2,2,2-trifluoroethoxy)-5H-pyrrolo[3,2-d]pyrimidin-6-yl]pyridin-2-yl}butanamide FC(C[C@@H](C(=O)NC1=NC=CC(=C1)C1=C(C=2N=CN=C(C2N1)OCC(F)(F)F)C1=NC=CC=C1)C1=CC=C(C=C1)F)F |o1:3|